C(=O)(OC)OC(=O)OC(=O)[O-] cis-methyl tricarbonate